2-MERCAPTO-1H-IMIDAZOLE-4-CARBOXYLIC ACID SC=1NC=C(N1)C(=O)O